C(=O)(O)CC1(CCN(CC1)C(NCC1=CC=C(C=C1)F)=O)C(=O)O 4-(carboxymethyl)-1-[(4-fluorophenyl)methyl-carbamoyl]piperidine-4-carboxylic acid